C1(OCC(C)O1)=O propylene R-carbonate